bis(1-phenylethyl)amine C1(=CC=CC=C1)C(C)NC(C)C1=CC=CC=C1